CNC([O-])=O.[Na+] sodium methylcarbamate